COC=1C(=C2C=CN(C2=C(C1)C)C(=O)OC(C)(C)C)CN1[C@@H](CC(CC1)COC)C1=CC=C(C=C1)C(=O)OC tert-butyl 5-methoxy-4-(((2S)-2-(4-(methoxycarbonyl) phenyl)-4-(methoxymethyl) piperidin-1-yl) methyl)-7-methyl-1H-indole-1-carboxylate